1,1-bis(4-aminocyclohexyl)butane NC1CCC(CC1)C(CCC)C1CCC(CC1)N